(Z)-bis((9H-Fluoren-9-yl)methyl) (4-((tert-butyldiphenylsilyl)oxy)-3-chlorobut-2-en-1-yl) phosphate P(=O)(OCC1C2=CC=CC=C2C=2C=CC=CC12)(OCC1C2=CC=CC=C2C=2C=CC=CC12)OCC=C(CO[Si](C1=CC=CC=C1)(C1=CC=CC=C1)C(C)(C)C)Cl